3-ethyl-2-methylindol C(C)C1=C(NC2=CC=CC=C12)C